(2R)-7-bromo-2-methyl-4-{[6-(trifluoromethyl)pyridin-2-yl]methyl}-2H-1,4-benzoxazin-3-one BrC1=CC2=C(N(C([C@H](O2)C)=O)CC2=NC(=CC=C2)C(F)(F)F)C=C1